11-Methyltricosane CC(CCCCCCCCCC)CCCCCCCCCCCC